C(C)(C)(C)C[Si](C)(C)O[Si](C)(C)CC(C)(C)C tert-butyltrimethylsilyl ether